C(C1=CC=CC=C1)OC1=NC(=CC=C1C1=CC(=C(C=C1)N1CCC(CC1)C1=C(C(=C(C=C1)B1OC(C(O1)(C)C)(C)C)F)F)F)OCC1=CC=CC=C1 2,6-Bis(benzyloxy)-3-(4-(4-(2,3-difluoro-4-(4,4,5,5-tetramethyl-1,3,2-dioxaborolan-2-yl)phenyl)piperidin-1-yl)-3-fluorophenyl)pyridine